tert-Butyl {6-[({2-[4-methoxy-3-(1-methylpyrazol-3-yl)-5-nitrophenyl]ethyl}sulfonyl)methyl]pyridin-2-yl}carbamate COC1=C(C=C(C=C1[N+](=O)[O-])CCS(=O)(=O)CC1=CC=CC(=N1)NC(OC(C)(C)C)=O)C1=NN(C=C1)C